2-{6-[cis-3-(5-amino-8-methoxy[1,2,4]triazolo[1,5-c]quinazolin-2-yl)cyclobutyl]pyridin-3-yl}propan-2-ol NC1=NC=2C=C(C=CC2C=2N1N=C(N2)[C@H]2C[C@H](C2)C2=CC=C(C=N2)C(C)(C)O)OC